2-propyl-3-(4-(4,4,5,5-tetramethyl-1,3,2-dioxaborolan-2-yl)benzyl)-1,3-diazaspiro[4.4]non-1-en-4-one C(CC)C1=NC2(C(N1CC1=CC=C(C=C1)B1OC(C(O1)(C)C)(C)C)=O)CCCC2